NC1(CN(CC1)C1=NC(=CC(=N1)N1CC=2C(=NC=CC2C1=O)C1=C(C=CC=C1OC)F)C)C 2-(2-(3-amino-3-methylpyrrolidin-1-yl)-6-methylpyrimidin-4-yl)-4-(2-fluoro-6-methoxyphenyl)-2,3-dihydro-1H-pyrrolo[3,4-c]pyridin-1-one